N1N=CC2=CC(=CC=C12)C(=O)OC methyl 1H-indazole-5-carboxylate